N1(N=CC=C1)C1=NC=CC(=C1)C(C)(C)C 2-(1H-pyrazole-1-yl)-4-tert-butyl-pyridine